2-(2-(5-Methyl-2-((1-methyl-1H-pyrazol-5-yl)amino)pyrimidin-4-yl)-4-oxo-6,7-dihydrothieno[3,2-c]pyridin-5(4H)-yl)acetic acid CC=1C(=NC(=NC1)NC1=CC=NN1C)C1=CC=2C(N(CCC2S1)CC(=O)O)=O